tert-Butyl N-[(1R)-2-methyl-1-(methylcarbamoyl)propyl]carbamate CC([C@H](C(NC)=O)NC(OC(C)(C)C)=O)C